C(C)(C)(C)OC(=O)N(C(OC(C)(C)C)=O)C1=C2C(=NC(=N1)C)N(N=C2)[C@@H]2C=C([C@H]1OC(O[C@H]12)(C)C)C=O tert-butyl (tert-butoxycarbonyl)(1-((3aS,4R,6aR)-6-formyl-2,2-dimethyl-3a,6a-dihydro-4H-cyclopenta[d][1,3]dioxol-4-yl)-6-methyl-1H-pyrazolo[3,4-d]pyrimidin-4-yl)carbamate